2-[6-amino-5-(trifluoromethyl)pyridin-3-yl]-N-[(1R)-1-(2-cyanopyridin-4-yl)ethyl]-6,7-dihydrospiro[pyrazolo[5,1-c][1,4]oxazine-4,3'-pyrrolidine]-1'-carboxamide NC1=C(C=C(C=N1)C1=NN2C(=C1)C1(CN(CC1)C(=O)N[C@H](C)C1=CC(=NC=C1)C#N)OCC2)C(F)(F)F